3-Ethylimidazo[1,5-a]pyrazine C(C)C1=NC=C2N1C=CN=C2